(3-amino-3-carboxypropyl)dimethyl-selenium (III) iodide NC(CC[Se-](C)(C)I)C(=O)O